4-[4-(2-cyclobutylsulfanyl-pyridin-3-yl)phenyl]butyronitrile C1(CCC1)SC1=NC=CC=C1C1=CC=C(C=C1)CCCC#N